4-(2,5-Diazabicyclo[2.2.2]octan-2-yl)-7-(7,8-difluoro-3-hydroxynaphthalen-1-yl)-2-(((S)-1-(methyl-d3)pyrrolidin-2-yl)methoxy-d2)pyrido[3,4-d]pyrimidin-8(7H)-one C12N(CC(NC1)CC2)C=2C1=C(N=C(N2)OC([2H])([2H])[C@H]2N(CCC2)C([2H])([2H])[2H])C(N(C=C1)C1=CC(=CC2=CC=C(C(=C12)F)F)O)=O